O.C(C)(=O)[O-].[Co+2].C(C)(=O)[O-] Cobalt(II) acetate hydrate